(2,3,4-Trifluorophenyl)-1,2-dihydropyrido[2,3-d]pyrimidine-6-carbonitrile FC1=C(C=CC(=C1F)F)N1CN=CC2=C1N=CC(=C2)C#N